methylammonium [tetrakis(pentafluorophenyl) borate] FC1=C(C(=C(C(=C1[B-](C1=C(C(=C(C(=C1F)F)F)F)F)(C1=C(C(=C(C(=C1F)F)F)F)F)C1=C(C(=C(C(=C1F)F)F)F)F)F)F)F)F.C[NH3+]